1,6-diaMinohexane NCCCCCCN